ClC=1C(=NC(=NC1)N1CC[C@H](CCC1)C)NC1=CC=2C3=C(C(N(C2C=C1)C)=O)OCC([C@@H](N3)C3CC3)(F)F (S)-10-((5-chloro-2-((S)-4-methylazepan-1-yl)pyrimidin-4-yl)amino)-2-cyclopropyl-3,3-difluoro-7-methyl-1,2,3,4-tetrahydro-[1,4]oxazepino[2,3-c]quinolin-6(7H)-one